C(C1=CC=CC=C1)NC1=C2N=CN(C2=NC(=N1)C=1C=NC=C(C1)C1=CC=CC=C1)[C@H]1[C@@H]([C@@H]([C@H](O1)C(=O)NC([2H])([2H])[2H])O)O (2S,3S,4R,5R)-5-(6-(benzylamino)-2-(5-phenylpyridin-3-yl)-9H-purin-9-yl)-3,4-dihydroxy-N-(methyl-d3)-tetrahydrofuran-2-carboxamide